FC1=C(C=CC(=C1C=O)C(=O)OC)N1CCC(CC1)OC1CCC(CC1)OC1CCN(CC1)C(=O)OC(C)(C)C tert-butyl 4-[4-[[1-(2-fluoro-3-formyl-4-methoxycarbonyl-phenyl)-4-piperidyl]oxy]cyclohexoxy]piperidine-1-carboxylate